N1(N=CC=C1)C1=C(CNC2=NS(C3=C(N2)C(=C(C=C3)F)[C@H](C)C3=C(C=CC=C3)F)(=O)=O)C=CC=C1 (R)-3-((2-(1H-pyrazol-1-yl)benzyl)amino)-6-fluoro-5-(1-(2-fluorophenyl)ethyl)-4H-benzo[e][1,2,4]thiadiazine 1,1-dioxide